1-(methylsulfonyl)-1H-pyrazole-4-carboxamide CS(=O)(=O)N1N=CC(=C1)C(=O)N